C(C(C)C)C1=C(C(=CC(=C1)CC)C(C)(C)C)O 2-isobutyl-4-ethyl-6-t-butylphenol